N-[(4-cyclopropyl-3-fluorophenyl)(1H-pyrazol-5-yl)methyl]-1-(2-acetamido-acetyl)pyrrolidine-2-carboxamide C1(CC1)C1=C(C=C(C=C1)C(NC(=O)C1N(CCC1)C(CNC(C)=O)=O)C1=CC=NN1)F